FC1=CC=C(C=C1)S(=O)(=O)N1CCC2(CC(CO2)N2CC3(COC3)C2)CC1 8-((4-Fluorophenyl)sulfonyl)-3-(2-oxa-6-azaspiro[3.3]heptan-6-yl)-1-oxa-8-azaspiro[4.5]decane